NC1=C2N=C(N(C2=NC=N1)CCCS(=O)(=O)NC(C)C)SC1=CC2=C(OCO2)C=C1C=1SC=CN1 3-(6-amino-8-((6-(thiazol-2-yl)benzo[d][1,3]dioxol-5-yl)thio)-9H-purin-9-yl)-N-isopropylpropane-1-sulfonamide